1-Benzyl (2-((1-(2,6-dioxopiperidin-3-yl)-3-methyl-2-oxo-2,3-dihydro-1H-benzo[d]imidazol-4-yl)methyl)spiro[3.5]nonan-7-yl)(methyl)carbamate O=C1NC(CCC1N1C(N(C2=C1C=CC=C2CC2CC1(C2)CCC(CC1)N(C(OCC1=CC=CC=C1)=O)C)C)=O)=O